5-(3,4-difluorophenyl)-N-[4-[(6,7-dimethoxy-1,5-naphthyridin-4-yl)oxy]-3-fluorophenyl]-1-(2-fluoroethyl)-2-methyl-4-oxopyridine-3-carboxamide FC=1C=C(C=CC1F)C=1C(C(=C(N(C1)CCF)C)C(=O)NC1=CC(=C(C=C1)OC1=CC=NC2=CC(=C(N=C12)OC)OC)F)=O